BrC=1C(=NN2C1N=C(NC2=O)OCC(F)(F)F)C=2N=NC=CC2 8-bromo-7-(pyridazin-3-yl)-2-(2,2,2-trifluoroethoxy)-3H-pyrazolo[1,5-a][1,3,5]triazin-4-one